C(C1=CC=CC=C1)OC1CC(C1)C=1N=NC(=CC1OC)Cl 3-(3-benzyloxycyclobutyl)-6-chloro-4-methoxy-pyridazine